Tert-Butyl 4-[1-(3,4-Difluorobenzyl)-2-(Trifluoromethyl)-1H-Indol-4-Yl]Piperazine-1-Carboxylate FC=1C=C(CN2C(=CC3=C(C=CC=C23)N2CCN(CC2)C(=O)OC(C)(C)C)C(F)(F)F)C=CC1F